COC(=O)C1=CN(C=C1)CCC(=O)O 3-(3-(methoxycarbonyl)-1H-pyrrol-1-yl)propionic acid